ClC1=CC=C2CCCNC2=N1 7-chloro-1,2,3,4-tetrahydro-1,8-naphthyridine